ClC=1C=C2C(=NC(=NC2=C(C1C1=CC(=CC2=CC=CC=C12)O)F)OC[C@H]1N(CCC1)C)N1C[C@]2(CC[C@@](C1)(N2)C)C 4-((S or R)-6-chloro-4-((1R,5S)-1,5-dimethyl-3,8-diazabicyclo[3.2.1]octan-3-yl)-8-fluoro-2-(((S)-1-methylpyrrolidin-2-yl)methoxy)quinazolin-7-yl)naphthalen-2-ol